6-methyl-N-[(1-methyl-1H-1,2,4-triazol-3-yl)methyl]-4-[(1-methylcyclopropyl)amino]furo[2,3-d]pyrimidine-5-carboxamide CC1=C(C2=C(N=CN=C2NC2(CC2)C)O1)C(=O)NCC1=NN(C=N1)C